5-(4-isopropyl-5-(8-methyl-[1,2,4]triazolo[1,5-a]pyridin-6-yl)-1-((2-(trimethylsilyl)ethoxy)methyl)-1H-pyrazol-3-yl)-2-(1,4-dioxaspiro[4.5]dec-7-en-8-yl)thiazole C(C)(C)C=1C(=NN(C1C=1C=C(C=2N(C1)N=CN2)C)COCC[Si](C)(C)C)C2=CN=C(S2)C2=CCC1(OCCO1)CC2